(R)-7-(2-((2-ethyl-4-(3-methyl-4-(oxetan-3-yl)piperazin-1-yl)phenyl)amino)-5-(trifluoromethyl)pyrimidin-4-yl)-4-methyl-3,4-dihydrothieno[2,3-f][1,4]thiazepin-5(2H)-one 1,1-dioxide C(C)C1=C(C=CC(=C1)N1C[C@H](N(CC1)C1COC1)C)NC1=NC=C(C(=N1)C1=CC2=C(C(N(CCS2(=O)=O)C)=O)S1)C(F)(F)F